(6-Bromo-3-(3-(dimethylamino)propoxy)pyrazin-2-yl)methanesulfonamide BrC1=CN=C(C(=N1)CS(=O)(=O)N)OCCCN(C)C